Di-t-Butyl-(3-Chloropropyl)Phosphine C(C)(C)(C)P(CCCCl)C(C)(C)C